((2S,4R,5R)-5-amino-4-methyltetrahydro-2H-pyran-2-yl)((S)-1-(4-fluorophenyl)-3,4-dihydroisoquinolin-2(1H)-yl)methanone N[C@@H]1[C@@H](C[C@H](OC1)C(=O)N1[C@H](C2=CC=CC=C2CC1)C1=CC=C(C=C1)F)C